N1(CCCCC1)C1=CC=C(NC2=CC3=C(N=C(S3)NC(=O)C3C(C4C=CC3C4)C(=O)O)C=C2)C=C1 3-[[6-[4-(1-piperidinyl)anilino]-1,3-benzothiazol-2-yl]carbamoyl]bicyclo[2.2.1]hept-5-ene-2-carboxylic acid